C(CCC)C(CO)(C(C(CO)C)CC)CC 2-butyl-2,3-diethyl-4-methylpentane-1,5-diol